4-acetyl-2,2-dimethyl-oxazoline-3-carboxylic acid tert-butyl ester C(C)(C)(C)OC(=O)N1C(OC=C1C(C)=O)(C)C